2-(3-(4-(2-((S)-2,4-dimethyl-5-oxopiperazin-1-yl)ethoxy)phenyl)ureido)-N-(4-(((2S,4R)-2-methyl-1-propionyl-1,2,3,4-tetrahydroquinolin-4-yl)amino)phenyl)acetamide C[C@@H]1N(CC(N(C1)C)=O)CCOC1=CC=C(C=C1)NC(NCC(=O)NC1=CC=C(C=C1)N[C@@H]1C[C@@H](N(C2=CC=CC=C12)C(CC)=O)C)=O